tert-butyl 3-(6-(4-bromo-2-(methoxymethoxy)phenyl)pyridazin-3-yl)azetidine-1-carboxylate BrC1=CC(=C(C=C1)C1=CC=C(N=N1)C1CN(C1)C(=O)OC(C)(C)C)OCOC